NC=1C2=C(N=CN1)N(C=C2Br)[C@H]2[C@@H]([C@@H]([C@H](C2)C2=CC=C(C=O)C=C2)O)O 4-((1R,2R,3S,4R)-4-(4-amino-5-bromo-7H-pyrrolo[2,3-d]pyrimidin-7-yl)-2,3-dihydroxycyclopentyl)benzaldehyde